C1(CC1)NC=1C=C(C=C(C1)N1CCN(CC1)C)C=1C=CC(=NC1C)NC(=O)C=1C=NC(=NC1)C N-(5-(3-cyclopropylamino-5-(4-methylpiperazin-1-yl)phenyl)-6-methylpyridin-2-yl)-2-methylpyrimidine-5-carboxamide